[C@@H]1([C@H](O)[C@@H](O)[C@H](O)[C@H](O1)CO)C(CC)[N-]C β-D-glucosyl-N-methylpropylamide